FC1(CC(CCC1)C(=NO)N)F 3,3-difluoro-N'-hydroxycyclohexane-1-carboxamidine